methyl acetate monofluoromethyl-acetate FCOC(C)=O.C(C)(=O)OC